(S)-1-(((2-(4'-Fluoro-2'-(4-methyl-4H-1,2,4-triazol-3-yl)-[1,1'-biphenyl]-3-yl)-7-(trifluoromethyl)benzo[d]oxazol-5-yl)methyl)amino)propan-2-ol FC1=CC(=C(C=C1)C1=CC(=CC=C1)C=1OC2=C(N1)C=C(C=C2C(F)(F)F)CNC[C@H](C)O)C2=NN=CN2C